FC1([C@H](C1)CN1N=C(C2=CC=C(C=C12)C(C)(C)O)NC=1C(=NN(C1)C)C)F |r| Racemic-2-{1-[(2,2-difluorocyclopropyl)methyl]-3-[(1,3-dimethyl-1H-pyrazol-4-yl)amino]-1H-indazol-6-yl}propan-2-ol